C(C)N1CN=C2C(=C1)C=CS2 3-Ethylthieno[2,3-d]pyrimidin